C(CCCCC)N1C2=CC=CC=C2C=2C=CC=CC12 N-hexyl-carbazole